N-(cyclopropylmethyl)-8-methoxy-9-[3-(pyrrolidin-1-yl)propoxy]-1H,3H,4H,5H-oxepino[3,4-b]quinolin-6-amine C1(CC1)CNC1=C2C(=NC3=CC(=C(C=C13)OC)OCCCN1CCCC1)COCCC2